N-(1-methylcyclopropyl)pyrazoline CC1(CC1)N1NC=CC1